2-((tert-butoxycarbonyl)amino)-3-(4-methoxyphenyl)propanoic acid C(C)(C)(C)OC(=O)NC(C(=O)O)CC1=CC=C(C=C1)OC